CC1CN(C(=CC1)OS(=O)(=O)C(F)(F)F)C(=O)OC(C)(C)C tert-Butyl 3-methyl-6-(trifluoromethylsulfonyloxy)-3,4-dihydro-2H-pyridine-1-carboxylate